N1[C@H](CCC1)C1=NC=CC=C1 (R)-2-(pyrrolidin-2-yl)pyridine